1-(3-(5-amino-3-(3-chloro-4-((4-methoxypyridin-2-yl)oxy)phenyl)imidazo[1,5-c]pyrimidin-1-yl)piperidin-1-yl)but-2-yn-1-one NC1=NC=CC=2N1C(=NC2C2CN(CCC2)C(C#CC)=O)C2=CC(=C(C=C2)OC2=NC=CC(=C2)OC)Cl